6-(4-((4-(Azetidin-1-yl)piperidin-1-yl)methyl)-3-fluorophenyl)-1,4-dimethyl-2-(4-(methylsulfonyl)phenyl)-1H-benzo[d]imidazol N1(CCC1)C1CCN(CC1)CC1=C(C=C(C=C1)C=1C=C(C2=C(N(C(=N2)C2=CC=C(C=C2)S(=O)(=O)C)C)C1)C)F